O=C([C@@H](CC1=CC=CC=C1)N1C(C2=CC=CC=C2C1=O)=O)N1CC=CCC1C=1C=NC=CC1 2-((2R)-1-oxo-3-phenyl-1-(6-(pyridin-3-yl)-5,6-dihydropyridin-1(2H)-yl)propan-2-yl)isoindoline-1,3-dione